[N+](=O)([O-])C1=C(C=CC=C1)CC(=O)NC1=CC(=C(C=C1)C1=C(C=CC=C1)NC(C=C)=O)C(F)(F)F N-(4'-(2-(2-nitrophenyl)acetamido)-2'-(trifluoromethyl)-[1,1'-biphenyl]-2-yl)acrylamide